trimethyl-1,3,5-cyclohexanetricarboxylic acid CC1(CC(CC(C1)(C(=O)O)C)(C(=O)O)C)C(=O)O